CC=1C(=NC=CC1)OC1CN(C1)CC1=CN=C(S1)NC(C)=O N-(5-((3-((3-methylpyridin-2-yl)oxy)azetidin-1-yl)methyl)thiazol-2-yl)acetamide